C(CC1=CC=CC=C1)N1C(OCC1=O)=O phenethyl-oxazolidine-2,4-dione